1-{7-acetyl-7-azabicyclo[2.2.1]heptane-2-carbonyl}-4-fluoro-N-{phenyl-[4-(prop-2-yl)phenyl]methyl}pyrrolidine-2-carboxamide C(C)(=O)N1C2C(CC1CC2)C(=O)N2C(CC(C2)F)C(=O)NC(C2=CC=C(C=C2)C(C)C)C2=CC=CC=C2